1-[[2-[[1-(3-Chloro-4-fluoro-phenyl)-2-hydroxy-1-methyl-ethyl]amino]-1H-benzimidazol-4-yl]methyl]-3-methyl-urea ClC=1C=C(C=CC1F)C(CO)(C)NC1=NC2=C(N1)C=CC=C2CNC(=O)NC